N[C@@](C(=O)O)(CC1=CC(=C(C=C1)B(O)O)OC)C (R)-2-amino-3-(4-dihydroxyboryl-3-methoxyphenyl)-2-methylpropanoic acid